2'-chloro-3,4-dihydroxy-5-methoxy-5'-nitro-[1,1'-biphenyl]-2-carbaldehyde ClC1=C(C=C(C=C1)[N+](=O)[O-])C=1C(=C(C(=C(C1)OC)O)O)C=O